methylpiperidine-4-carboxamide CN1CCC(CC1)C(=O)N